6-chloro-2-fluoro-pyridine-3-carbonitrile ClC1=CC=C(C(=N1)F)C#N